NC1=NN=C(S1)CNC(C1=CC=CC=C1)=O N-((5-amino-1,3,4-thiadiazol-2-yl)methyl)benzamide